2-methyl-4,5,6-triaminopyrimidine CC1=NC(=C(C(=N1)N)N)N